2-oxoethyl 5-((1-((2R,4R,5R)-3,3-difluoro-4-hydroxy-5-(hydroxymethyl) tetrahydrofuran-2-yl)-2-oxo-1,2-dihydropyrimidin-4-yl) amino)-5-oxopentanoate FC1([C@@H](O[C@@H]([C@H]1O)CO)N1C(N=C(C=C1)NC(CCCC(=O)OCC=O)=O)=O)F